C(C1=CC=CC=C1)OC1=NC(=CC=C1C1=CC(=C(N)C=C1F)F)OCC1=CC=CC=C1 4-(2,6-dibenzyloxy-3-pyridyl)-2,5-difluoro-aniline